3-[5-(4-Trifluoromethyl-phenyl)-[1,2,4]oxadiazol-3-yl]-benzoic acid FC(C1=CC=C(C=C1)C1=NC(=NO1)C=1C=C(C(=O)O)C=CC1)(F)F